N-((5-bromo-2-chloropyridin-4-yl)carbamothioyl)benzamide BrC=1C(=CC(=NC1)Cl)NC(=S)NC(C1=CC=CC=C1)=O